2-bromo-6-[(1-methylpyrrolidin-3-yl)oxy]pyridine BrC1=NC(=CC=C1)OC1CN(CC1)C